N-[4-(9-phenyl-9H-carbazole-3-yl)phenyl]-9,9-dimethyl-9H-fluorene-2-amine C1(=CC=CC=C1)N1C2=CC=CC=C2C=2C=C(C=CC12)C1=CC=C(C=C1)NC1=CC=2C(C3=CC=CC=C3C2C=C1)(C)C